2-bromo-N-(5-chloro-2-propoxybenzyl)-N-(4'-(N-propylaminosulfonyl)-[1,1'-biphenyl]-3-yl)acetamide BrCC(=O)N(C=1C=C(C=CC1)C1=CC=C(C=C1)S(=O)(=O)NCCC)CC1=C(C=CC(=C1)Cl)OCCC